C(C1=CC=CC=C1)NC(C[N+]1(CCCCCC1)CC(=O)NC1=C(SC=C1C)C(NCCN1CCNCC1)=O)=O 1-(2-(benzylamino)-2-oxoethyl)-1-(2-((4-methyl-2-((2-(piperazin-1-yl)ethyl)carbamoyl)thiophen-3-yl)amino)-2-oxoethyl)azepan-1-ium